O=C1NC(CCC1N1C(C2=CC=CC(=C2C1=O)C#CCCCCN1CCN(CC1)C1=CC=C(N=N1)C(=O)N1CCC(CC1)CCCCNC(\C=C\C=1C=NC=CC1)=O)=O)=O (E)-N-(4-(1-(6-(4-(6-(2-(2,6-dioxopiperidin-3-yl)-1,3-dioxoisoindolin-4-yl)hex-5-yn-1-yl)piperazin-1-yl)pyridazine-3-carbonyl)piperidin-4-yl)butyl)-3-(pyridin-3-yl)acrylamide